NCC1(COC1)N1CSC(=C1C)COC=1C=CC2=C(C=C(O2)C)C1 N-(3-(aminomethyl)oxetan-3-yl)-2-methyl-5-((4-methylthiazol-5-yl)methoxy)benzofuran